ClC=1C(=CC=2N(C1)C=CN2)OCC 6-chloro-7-ethoxy-imidazo[1,2-a]pyridine